N1(CCC1)C1=CC(=C(C=N1)N)C 6-(azetidin-1-yl)-4-methylpyridin-3-amine